FC(C1=CC=C(C=N1)OCC1CCN(CC1)C(=O)N1C[C@@H]2[C@@H](OCC(N2)=O)CC1)(F)F (4aR,8aS)-6-[4-[[6-(trifluoromethyl)-3-pyridyl]oxymethyl]piperidine-1-carbonyl]-4,4a,5,7,8,8a-hexahydropyrido[4,3-b][1,4]oxazin-3-one